BrC=1C=CC2=CN(N=C2C1F)[C@@H](C(=O)NC=1SC=CN1)C1=CC=CC=C1 |r| (2RS)-2-(6-bromo-7-fluoro-indazol-2-yl)-2-phenyl-N-thiazol-2-yl-acetamide